CN1N=NC(=C1)C1=C2C=NN(C2=C(C=C1)C1=CC=C(N=N1)OC1C[C@H]2CC[C@@H](C1)N2C(=O)OC(C)(C)C)COCC[Si](C)(C)C tert-butyl (1R,3s,5S)-3-((6-(4-(1-methyl-1H-1,2,3-triazol-4-yl)-1-((2-(trimethylsilyl) ethoxy)methyl)-1H-indazol-7-yl)pyridazin-3-yl)oxy)-8-azabicyclo[3.2.1]octane-8-carboxylate